C(=O)(OCC1C2=CC=CC=C2C2=CC=CC=C12)[C@](N(C1=CC=CC=C1)C1=CC=CC=C1)(C)C(=O)O Fmoc-di-phenylalanine